COC1=CC=C(CN(C2=NC=C(C=N2)C2(C(C2)(C)C)C#N)CC2=CC=C(C=C2)OC)C=C1 1-(2-(bis(4-methoxybenzyl)amino)pyrimidin-5-yl)-2,2-dimethylcyclopropanecarbonitrile